Xylenediamine CC1=CC=C(C=C1)C(N)N